C1(CC1)C1=NC(=CC(=C1)C1=C(C=C(C#N)C=C1)C1=NNC=C1C)N1C(C2=C(C(=C1)C1CC1)C=C(N2)CN2C[C@H](CCC2)C)=O 4-[2-cyclopropyl-6-[4-cyclopropyl-2-[[(3S)-3-methylpiperidin-1-yl]methyl]-7-oxo-1H-pyrrolo[2,3-c]pyridin-6-yl]pyridin-4-yl]-3-(4-methyl-1H-pyrazol-3-yl)benzonitrile